O=C1N(C(CC1)=O)OC(CCC(C(CC)CC)SC1=NC=CC=C1)=O 5-ethyl-4-(pyridin-2-ylthio)heptanoic acid 2,5-dioxopyrrolidin-1-yl ester